bis(pyridin-2-ylmethyl)glycine N1=C(C=CC=C1)CN(CC(=O)O)CC1=NC=CC=C1